O1C2=C(C=C1C(=O)C1=CC3=C(O1)C=CC=C3)C=CC=C2 Bis(benzo[b]furan-2-yl)methanone